N,N-diisobutyl-5-(4,4,5,5-tetramethyl-1,3,2-dioxaborolan-2-yl)pyrimidin-2-amine C(C(C)C)N(C1=NC=C(C=N1)B1OC(C(O1)(C)C)(C)C)CC(C)C